di-iron azadithiolate N1SSC(=C1)C(=O)[O-].[Fe+2].[Fe+2].N1SSC(=C1)C(=O)[O-].N1SSC(=C1)C(=O)[O-].N1SSC(=C1)C(=O)[O-]